2,5-diaminobenzene-1,4-dicarboxylic acid dimethyl ester COC(=O)C1=C(C=C(C(=C1)N)C(=O)OC)N